N-(N-benzoyl-L-phenylalanyl)-L-p-fluorophenylalaninol C(C1=CC=CC=C1)(=O)N[C@@H](CC1=CC=CC=C1)C(=O)N[C@@H](CC1=CC=C(C=C1)F)CO